2-((3-(2-amino-3-chloro-5-fluoro-8,9-dihydropyrido[3',2':4,5]pyrrolo[1,2-a]pyrazin-7(6H)-yl)-3-oxopropoxy)methyl)azetidin NC=1C(=CC=2C(=C3N(CCN(C3)C(CCOCC3NCC3)=O)C2N1)F)Cl